4-chloro-1-(2,4-difluorophenyl)pyrazolo[3,4-d]pyrimidine-6-carboxylic acid ethyl ester C(C)OC(=O)C1=NC(=C2C(=N1)N(N=C2)C2=C(C=C(C=C2)F)F)Cl